COC=1C=C(C=CC1OC)C=1N=C2N(C(C1)=O)C=C(C=C2)N2CCN(CC2)CCC 2-(3,4-Dimethoxyphenyl)-7-(4-propylpiperazin-1-yl)-4H-pyrido[1,2-a]pyrimidin-4-one